(4-Bromo-2,5-dimethyl-2H-pyrazol-3-yl)-{4-[2-(4-fluorophenyl)-ethyl]-piperazin-1-yl}-methanone BrC1=C(N(N=C1C)C)C(=O)N1CCN(CC1)CCC1=CC=C(C=C1)F